COC=1C=C2CC(C(OC2=CC1)=O)C1=CC=C(C=C1)[N+](=O)[O-] 6-Methoxy-3-(4-nitro-phenyl)-chroman-2-one